(S)-N-(3-amino-3-methylbutyl)-N-(3-chloro-4-fluorophenyl)-1-(6-methyl-4-(trifluoromethyl)pyridin-2-yl)pyrrolidine-2-carboxamide NC(CCN(C(=O)[C@H]1N(CCC1)C1=NC(=CC(=C1)C(F)(F)F)C)C1=CC(=C(C=C1)F)Cl)(C)C